5-((4-(1-(4-(5,7-dimethoxy-4-oxo-3,4-dihydroquinazolin-2-yl)phenyl)piperidin-4-yl)piperazin-1-yl)methyl)-2-(2,6-dioxopiperidin-3-yl)-6-fluoroisoindoline-1,3-dione COC1=C2C(NC(=NC2=CC(=C1)OC)C1=CC=C(C=C1)N1CCC(CC1)N1CCN(CC1)CC=1C=C2C(N(C(C2=CC1F)=O)C1C(NC(CC1)=O)=O)=O)=O